S(=O)(=O)(O)[O-].N1=C(N=CC=C1)C1=CN=[N+](C=C1)CCC(=O)O 3-(4-pyrimidin-2-ylpyridazin-1-ium-1-yl)propanoic acid hydrogen sulfate